ethyl 2-(2-((8-bromonaphthalen-2-yl)methoxy)phenyl)acetate BrC=1C=CC=C2C=CC(=CC12)COC1=C(C=CC=C1)CC(=O)OCC